(((1s,3s)-3-(tert-butoxy)cyclobutoxy)methyl)benzene C(C)(C)(C)OC1CC(C1)OCC1=CC=CC=C1